F[C@@H]1CN(CC[C@@H]1NC1=NN2C(C(=N1)OC)=C(C(=C2)F)C=2C=CC1=C(N(N=N1)C[C@H](C)F)C2)C(C)=O 1-((3R,4S)-3-fluoro-4-((6-fluoro-5-(1-((S)-2-fluoropropyl)-1H-benzo[d][1,2,3]triazol-6-yl)-4-methoxypyrrolo[2,1-f][1,2,4]triazin-2-yl)amino)piperidin-1-yl)ethan-1-one